N[C@H]1CN(CC1)C1=CC=C(C=C1)N1C=NC(=C1)NC=1N=CC(=NC1)C#N (R)-5-((1-(4-(3-Aminopyrrolidin-1-yl)phenyl)-1H-imidazol-4-yl)amino)pyrazine-2-carbonitrile